NC[C@@]12[C@@H]([C@@H]([C@H](C(OC1)O2)N2C(N=CC=C2)=O)O)O ((1S,2R,3R,4R)-1-(aminomethyl)-2,3-dihydroxy-6,8-dioxabicyclo[3.2.1]oct-4-yl)pyrimidin-2(1H)-one